CN1C(N(CC1)[C@H]1CNCCC1)=O (R)-1-methyl-3-(piperidin-3-yl)imidazolidin-2-one